5-methyl-3-(4-((6-methylpyridin-2-yl)oxy)phenyl)-1H-pyrrole-2-carboxylic acid ethyl ester C(C)OC(=O)C=1NC(=CC1C1=CC=C(C=C1)OC1=NC(=CC=C1)C)C